NCCCO[Si](OC)(C)CCCN (aminoethyl)γ-aminopropylmethyldimethoxysilane